1,3-bis(2-ethylhexyl)-5-(thiophen-2-yl)-7-(selenophen-2-yl)-4H,8H-benzo[1,2-c:4,5-c']dithiophene-4,8-dione C(C)C(CC1=C2C(=C(S1)CC(CCCC)CC)C(C=1C(=C(SC1C=1SC=CC1)C=1[Se]C=CC1)C2=O)=O)CCCC